CCCCCCCCC1=C(N2C(=NC=N2)N=C1CC)N The molecule is a member of the class of triazolopyrimidines that is [1,2,4]triazolo[1,5-a]pyrimidin-7-amine carrying additional ethyl and octyl substituents at positions 5 and 6 respectively. A fungicide for the control of late blight and downey mildew on potatoes and other crops including vines. It has a role as a mitochondrial cytochrome-bc1 complex inhibitor and an antifungal agrochemical. It is a member of triazolopyrimidines and an aromatic amine.